C1(=CC=CC=C1)NCC1=CC=C(CC2=NOC(=C2)C=2C(=NC(=CC2)N)N)C=C1 3-(3-(4-((phenylamino)methyl)benzyl)isoxazol-5-yl)pyridin-2,6-diamine